CCC(=O)NC=C methyl-N-vinylacetamide